tetrahydrofuran-3-yl 4-methylbenzoate CC1=CC=C(C(=O)OC2COCC2)C=C1